4-benzyl-2-(1-cyclopropylpyrazol-4-yl)morpholine C(C1=CC=CC=C1)N1CC(OCC1)C=1C=NN(C1)C1CC1